N-ethyl-3-fluoro-2-({3-[(E)-2-{5-[(pyrrolidin-1-yl)methyl]pyridin-2-yl}vinyl]-1H-indazol-6-yl}thio)benzamide C(C)NC(C1=C(C(=CC=C1)F)SC1=CC=C2C(=NNC2=C1)\C=C\C1=NC=C(C=C1)CN1CCCC1)=O